nonadecyl 5-iodovalerate ICCCCC(=O)OCCCCCCCCCCCCCCCCCCC